NC1=C(C=C(C=C1)C)N(S(=O)(=O)C)C N-(2-amino-5-methylphenyl)-N-methylmethanesulfonamide